ClC1=C(C(=O)N[C@H](C(=O)O)CC=2C=CC(=C3C=CC=NC23)C2=C(C3=C(N(C2=O)C)CCC3)C(F)(F)F)C(=CC=C1)Cl (S)-2-(2,6-dichlorobenzoylamino)-3-(5-(1-methyl-2-oxo-4-(trifluoromethyl)-2,5,6,7-tetrahydro-1H-cyclopenta[b]pyridin-3-yl)quinolin-8-yl)propionic acid